C(#N)CC=1C2=C(S(C1)(=O)=O)C(=CC=C2)N[C@@H]2[C@@H](CN(CC2)C)F 3-(cyanomethyl)-7-(((3R,4S)-3-fluoro-1-methylpiperidin-4-yl)amino)-1,1-dioxidobenzo[b]thiophen